[O-]S(=O)(=O)C(F)(F)F.C(CC)[NH+]1C=C(C=C1)C 1-Propyl-3-Methylpyrrolium triflat